[C@H]12CNC[C@H](CC1)N2C2=NC(=NC1=CC(=CC=C21)C2=CC(=CC1=CC=CC=C21)O)OC[C@]21CCCN1C[C@@H](C2)F 4-(4-((1R,5S)-3,8-diazabicyclo[3.2.1]octan-8-yl)-2-(((2R,7aS)-2-fluorotetrahydro-1H-pyrrolizin-7a(5H)-yl)methoxy)quinazolin-7-yl)naphthalen-2-ol